ClC1=CN=C2C(=N1)N(N=C2)CC(=O)N(C)C 2-(6-chloro-1H-pyrazolo[3,4-b]pyrazin-1-yl)-N,N-dimethylacetamide